3-((5-(5-(difluoromethyl)-1,3,4-oxadiazole-2-yl)pyridine-2-yl)methyl)-6-(1-(1-(oxetan-3-yl)piperidine-4-yl)-1H-pyrazole-4-yl)benzo[d]thiazole-2(3H)-on FC(C1=NN=C(O1)C=1C=CC(=NC1)CN1C(SC2=C1C=CC(=C2)C=2C=NN(C2)C2CCN(CC2)C2COC2)=O)F